(1R,2S)-2-{3-[(5-ethoxy-2-methylpyrimidin-4-yl)amino]-1H-indazol-6-yl}-5'-methoxyspiro[cyclopropane-1,3'-indol]-2'(1H)-one C(C)OC=1C(=NC(=NC1)C)NC1=NNC2=CC(=CC=C12)[C@@H]1C[C@@]12C(NC1=CC=C(C=C21)OC)=O